tert-Butyl (2-(4-(2-(6-((1,4-dioxan-2-yl)methoxy)-3-ethyl-4-hydroxypyridin-2-yl)ethyl)phenoxy)ethyl)-carbamate O1C(COCC1)COC1=CC(=C(C(=N1)CCC1=CC=C(OCCNC(OC(C)(C)C)=O)C=C1)CC)O